(E)-5-(4-bromophenyl)-4-phenyl-5-(4-(piperazin-1-yl)phenyl)pent-4-en-1-ol BrC1=CC=C(C=C1)/C(=C(\CCCO)/C1=CC=CC=C1)/C1=CC=C(C=C1)N1CCNCC1